2-(2-hydroxyethoxy)ethylammonium OCCOCC[NH3+]